N-[5-bromo-3-fluoro-2-(hydroxymethyl)phenyl]propanamide BrC=1C=C(C(=C(C1)NC(CC)=O)CO)F